(2r,3r,4r,5s)-3,4,5-tris(benzyloxy)-2-((benzyloxy)methyl)-1-phenethyl-piperidine C(C1=CC=CC=C1)O[C@@H]1[C@H](N(C[C@@H]([C@H]1OCC1=CC=CC=C1)OCC1=CC=CC=C1)CCC1=CC=CC=C1)COCC1=CC=CC=C1